BrC1=CC=C(C=C1)C12C(C3=NC=C(C=C3O1)Cl)(C(=C(C2C2=CC=CC=C2)C(=O)N(C)C)OC)O 5a-(4-bromophenyl)-3-chloro-8a-hydroxy-8-methoxy-N,N-dimethyl-6-phenyl-5a,8a-dihydro-6H-cyclopenta[4,5]furo[3,2-b]pyridine-7-carboxamide